tert-Butyl 4-[4-[3-cyano-4-[1-(3-methylsulfonylphenyl) ethoxy]pyrazolo[1,5-a]pyridin-6-yl]-5-methyl-pyrazol-1-yl]piperidine-1-carboxylate C(#N)C=1C=NN2C1C(=CC(=C2)C=2C=NN(C2C)C2CCN(CC2)C(=O)OC(C)(C)C)OC(C)C2=CC(=CC=C2)S(=O)(=O)C